CN(C1=CC=C(C=C1)N1CCC2(C1=NC1=CN=CC=C1C2=O)O)C 1-[4-(Dimethylamino)phenyl]-3a-hydroxy-1H,2H,3H,3aH,4H-pyrrolo[2,3-b]1,7-naphthyridine-4-one